5-([1,2,4]triazolo[1,5-a]pyridin-6-yl)-N-(4-bromophenyl)-1-(6-methylpyridin-2-yl)-1H-pyrazole-3-carboxyamide N=1C=NN2C1C=CC(=C2)C2=CC(=NN2C2=NC(=CC=C2)C)CC(=O)NC2=CC=C(C=C2)Br